2-bromo-2'-chloro-6'-fluoroacetophenone BrCC(=O)C1=C(C=CC=C1F)Cl